ClC1=C(C=C(C(=C1)CC1=CC=C(C=C1)OC)C)N=CN(C)CC N'-(2-chloro-4-(4-methoxybenzyl)-5-methylphenyl)-N-ethyl-N-methylformimidamide